methyl (S)-3-(6-(4-methyloxazol-2-yl)-4-((3-(trifluoromethyl)phenyl)sulfonyl)-3,4-dihydro-2H-benzo[b][1,4]oxazin-2-yl)propanoate CC=1N=C(OC1)C1=CC2=C(O[C@H](CN2S(=O)(=O)C2=CC(=CC=C2)C(F)(F)F)CCC(=O)OC)C=C1